(R,E)-N-(1-(1-(2,4-bis(trifluoromethyl)phenyl)ethyl)-1H-pyrazol-4-yl)-3-(furan-2-yl)acrylamide FC(C1=C(C=CC(=C1)C(F)(F)F)[C@@H](C)N1N=CC(=C1)NC(\C=C\C=1OC=CC1)=O)(F)F